3-[3-(1-amino-2,3-dihydro-1H-inden-5-yl)-5-phenylimidazo[4,5-b]pyridin-2-yl]pyridin-2-amine NC1CCC2=CC(=CC=C12)N1C(=NC=2C1=NC(=CC2)C2=CC=CC=C2)C=2C(=NC=CC2)N